dimethyl-5-methyl-4-(2-(naphthalen-2-yl)vinyl)isophthalic acid CC1=C(C(=C(C(=C1C(=O)O)C)C(=O)O)C=CC1=CC2=CC=CC=C2C=C1)C